ethyl (Z)-6-(5-fluoro-2-oxoindolin-3-ylidene)-2-methyl-1,4,5,6-tetrahydrocyclopenta[b]pyrrole-3-carboxylate FC=1C=C2/C(/C(NC2=CC1)=O)=C/1\CCC2=C1NC(=C2C(=O)OCC)C